sodium β-hexylaminopropionate C(CCCCC)NCCC(=O)[O-].[Na+]